bismethylphenoxyethanol CCC(O)(OC1=CC=CC=C1)C